FC(C1(C(N(CC1)C)=O)C=O)F 3-(difluoromethyl)-1-methyl-2-oxopyrrolidine-3-carbaldehyde